2-(5,6-difluoro-1H-indazol-3-yl)-8-methyl-5,6,7,8-tetrahydro-1,5-naphthyridine FC=1C=C2C(=NNC2=CC1F)C1=NC=2C(CCNC2C=C1)C